9-((2-(Diethylamino)ethyl)amino)pyrido[2,3-b]phenazin-5,12-dion C(C)N(CCNC1=CC=C2N=C3C(C4=C(C(C3=NC2=C1)=O)N=CC=C4)=O)CC